2-propylmercapto-5-(3-hydroxy-4-propoxyphenyl)-5,6-dihydropyrido[2,3-d]pyrimidine-4,7(3H,8H)-dione C(CC)SC=1NC(C2=C(N1)NC(CC2C2=CC(=C(C=C2)OCCC)O)=O)=O